(S,E)-N7-(1-((7-(2,4-Difluorophenoxy)-1H-benzo[d]imidazol-2-yl)methyl)-2-oxo-1,2-dihydropyridin-3-yl)-N1,N1-dimethyl-6-(1-methyl-1H-imidazol-5-carboxamido)hept-2-endiamid FC1=C(OC2=CC=CC3=C2NC(=N3)CN3C(C(=CC=C3)NC([C@H](CC/C=C/C(=O)N(C)C)NC(=O)C3=CN=CN3C)=O)=O)C=CC(=C1)F